(1S,2R)-N-(8-amino-6-(4-methylpyridin-3-yl)-2,7-naphthyridin-3-yl)-2-Methylcyclobutanecarboxamide NC=1N=C(C=C2C=C(N=CC12)NC(=O)[C@@H]1[C@@H](CC1)C)C=1C=NC=CC1C